ethyl (2R,7aS)-2-((1,1,1,3,3,3-hexafluoro-2-(trifluoromethyl)propan-2-yl)oxy)-5-oxotetrahydro-1H-pyrrolizine-7a(5H)-carboxylate FC(C(C(F)(F)F)(C(F)(F)F)O[C@@H]1C[C@@]2(CCC(N2C1)=O)C(=O)OCC)(F)F